ClC=1C=C(C=CC1F)N(C(=O)C1CC(=NN1C1=NC(=CC(=C1)C(F)(F)F)C)C(=O)N1CC(C1)N1CCOCC1)C N-(3-chloro-4-fluorophenyl)-N-methyl-1-(6-methyl-4-(trifluoromethyl)pyridin-2-yl)-3-(3-morpholinoazetidine-1-carbonyl)-4,5-dihydro-1H-pyrazole-5-carboxamide